BrC1=C(C(=O)NC2=NN=NN2C)C=CC(=C1CSC)C(F)(F)F 2-bromo-3-[(methylsulfanyl)methyl]-N-(1-methyl-1H-tetrazol-5-yl)-4-(trifluoromethyl)benzamide